ClC1=C(C=C(C=C1)C1=NC=2C(=NC=CC2C=2C=NN(C2)C2OCCC(C2)C#N)N1)OC (4-(2-(4-chloro-3-methoxyphenyl)-3H-imidazo[4,5-b]pyridin-7-yl)-1H-pyrazol-1-yl)-tetrahydro-2H-pyran-4-carbonitrile